N-[4-(2-chloro-4-piperazin-1-yl-phenoxy)-6-(2,6-dimethylphenyl)pyrimidin-2-yl]-1-methyl-pyrazole-4-sulfonamide ClC1=C(OC2=NC(=NC(=C2)C2=C(C=CC=C2C)C)NS(=O)(=O)C=2C=NN(C2)C)C=CC(=C1)N1CCNCC1